2-(chloromethyl)-6-methoxy-1H-indole-1-carboxylic acid tert-butyl ester C(C)(C)(C)OC(=O)N1C(=CC2=CC=C(C=C12)OC)CCl